C(C)OC(C(C[C@]1([C@@H](C=CC1=O)NC1=CC(=CC=C1)Cl)C1=CC=CC=C1)(F)F)=O 3-((1r,2r)-2-((3-chlorophenyl)amino)-5-oxo-1-phenylcyclopent-3-en-1-yl)-2,2-difluoropropionic acid ethyl ester